tert-butyl 7-(6-aminopyridin-3-yl)-2,7-diazaspiro[3.5]nonane-2-carboxylate NC1=CC=C(C=N1)N1CCC2(CN(C2)C(=O)OC(C)(C)C)CC1